monostearyl-glycerin C(CCCCCCCCCCCCCCCCC)C(CO)(O)CO